4-amino-N-((3S)-5,6-dichloro-2,3-dihydro-1-benzofuran-3-yl)-7-fluoro-N,3-dimethyl-3H-pyrazolo[3,4-c]quinoline-8-carboxamide NC1=NC=2C=C(C(=CC2C2=C1N(N=C2)C)C(=O)N(C)[C@@H]2COC1=C2C=C(C(=C1)Cl)Cl)F